4-amino-5-bromo-6-methylpyrimidine NC1=NC=NC(=C1Br)C